o-Anisidin COC=1C(=CC=CC1)N